OCCCCCCN1CC=C(C2=C(C=CN=C12)[N+](=O)[O-])Br N-(6-hydroxyhexyl)-4-bromo-5-nitro-1,8-naphthyridine